[6-[(5-chloro-3-fluoro-2-pyridyl)methyl]-2-azaspiro[3.3]heptan-2-yl]-[6-[3-(1-hydroxycyclopropyl)-1H-1,2,4-triazol-5-yl]-2-azaspiro[3.3]heptan-2-yl]methanone ClC=1C=C(C(=NC1)CC1CC2(CN(C2)C(=O)N2CC3(C2)CC(C3)C3=NC(=NN3)C3(CC3)O)C1)F